2-(1-acetyl-1H-indazol-3-yl)-N-(2-((3-chloro-2-fluorobenzyl)amino)-2-oxoethyl)-N-isopropylacetamide C(C)(=O)N1N=C(C2=CC=CC=C12)CC(=O)N(C(C)C)CC(=O)NCC1=C(C(=CC=C1)Cl)F